CC1=NNC(=C1)C(F)(F)F 3-methyl-5-(trifluoromethyl)pyrazol